C(=O)(O)C(O)C(O)C(=O)O.NC1=C(N=CC(=N1)N1CCC2(CC=C([C@H]2N)C2CC2)CC1)SC1=C(C(=NC=C1)N)Cl (S)-8-(6-amino-5-((2-amino-3-chloropyridin-4-yl)thio)pyrazin-2-yl)-2-cyclopropyl-8-azaspiro[4.5]dec-2-en-1-amine tartrate